FC1([C@@H](O[C@@H]([C@H]1O)CO)N1C(N=C(C=C1)NC(OCC1C2=CC=CC=C2C=2C=CC=CC12)=O)=O)F (9H-Fluoren-9-yl)methyl (1-((2R,4R,5R)-3,3-difluoro-4-hydroxy-5-(hydroxymethyl)-tetrahydrofuran-2-yl)-2-oxo-1,2-dihydropyrimidin-4-yl)carbamate